O[C@H]1CN(CC[C@@H]1CN1C=CC2=C1N=CN=C2N(CC2=CC=C(C=C2)C(F)(F)F)C(C)C)CC(=O)N ((3R,4R)-3-hydroxy-4-((4-(isopropyl(4-(trifluoromethyl)benzyl)amino)-7H-pyrrolo[2,3-d]pyrimidin-7-yl)methyl)piperidin-1-yl)acetamide